N-((R)-7-(2-((S)-3,3-difluoro-2-methylazetidin-1-yl)-7,7-difluoro-6,7-dihydro-5H-cyclopenta[d]pyrimidin-4-yl)isochroman-4-yl)methanesulfonamide FC1([C@@H](N(C1)C=1N=C(C2=C(N1)C(CC2)(F)F)C2=CC=C1[C@H](COCC1=C2)NS(=O)(=O)C)C)F